(2S)-3-[3-[[[3-[(2S)-2-Carboxy-2-[(3R)-pyrrolidin-3-yl]ethyl]phenyl]methyl-[(3-fluoro-5-methoxy-phenyl)methyl]amino]methyl]phenyl]-2-[(3R)-pyrrolidin-3-yl]propanoic acid C(=O)(O)[C@@H](CC=1C=C(C=CC1)CN(CC1=CC(=CC(=C1)OC)F)CC=1C=C(C=CC1)C[C@H](C(=O)O)[C@@H]1CNCC1)[C@@H]1CNCC1